FC1=C(OC2=C(C=C(C(=O)NCC3=CC=C(C=C3)OC(F)(F)F)C=C2)C=2C3=C(C(N(C2)C)=O)NC=C3)C=CC(=C1)F 4-(2,4-difluorophenoxy)-3-(6-methyl-7-oxo-6,7-dihydro-1H-pyrrolo[2,3-c]pyridin-4-yl)-N-[4-(trifluoromethoxy)benzyl]benzamide